6-(4-(5-((3-(2,4-dioxo-3,4-dihydropyrimidin-1(2H)-yl)quinolin-6-yl)oxy)pentyl)piperazin-1-yl)nicotinamide O=C1N(C=CC(N1)=O)C=1C=NC2=CC=C(C=C2C1)OCCCCCN1CCN(CC1)C1=NC=C(C(=O)N)C=C1